N-(2-fluoro-3-(trifluoromethyl)benzyl)pyrazolo[1,5-a]pyrimidin-5-amine FC1=C(CNC2=NC=3N(C=C2)N=CC3)C=CC=C1C(F)(F)F